FC1=C(C=C(C=C1)NC(C=C)=O)NC1=NC(=NC=C1C1=CC(=CC(=C1)OC)F)NC=1C=NN(C1)C N-(4-fluoro-3-{[5-(3-fluoro-5-methoxyphenyl)-2-[(1-methyl-1H-pyrazol-4-yl)amino]pyrimidin-4-yl]amino}phenyl)prop-2-enamide